C(=C)N(CCNCCC[Si](OC)(OC)OC)CC1=CC=CC=C1 3-[2-(vinyl-benzylamino)ethylamino]propyltrimethoxysilane